(E)-1-(3-(3-methoxy-4-((4-(trifluoromethyl)benzyl)oxy)phenyl)acrylamido)cyclopentane-1-carboxylic acid ethyl ester C(C)OC(=O)C1(CCCC1)NC(\C=C\C1=CC(=C(C=C1)OCC1=CC=C(C=C1)C(F)(F)F)OC)=O